6-(4-chlorophenyl)-2-(1-methyl-1H-pyrazol-4-yl)-3-oxo-2,3-dihydropyridazin-4-carbohydrazide ClC1=CC=C(C=C1)C=1C=C(C(N(N1)C=1C=NN(C1)C)=O)C(=O)NN